6-methyl-5-(2-methylmorpholino)pyridazine-3-carbonitrile CC1=C(C=C(N=N1)C#N)N1CC(OCC1)C